6-Chloro-3-[(1R)-1-[3,6-dimethyl-2-(1-methyltriazol-4-yl)-4-oxo-chromen-8-yl]ethoxy]pyridine-2-sulfonamide ClC1=CC=C(C(=N1)S(=O)(=O)N)O[C@H](C)C=1C=C(C=C2C(C(=C(OC12)C=1N=NN(C1)C)C)=O)C